C(C)(C)(C)OC(=O)N1C[C@H](OC2=CC=3C(=CC=NC3C=C2C1)C)CC (R)-2-ethyl-10-methyl-2,3-dihydro-[1,4]oxazepino[7,6-g]quinoline-4(5H)-carboxylic acid tert-butyl ester